C1(=CCC(C=C1)(C(C)(C)O)O)C p-menthene-1-ene-4,8-diol